6-(5-(4-methoxyphenyl)-1-propionyl-4,5-dihydro-1H-pyrazol-3-yl)-5-methylpyrido-[2,3-d]pyrimidin-7(8H)-one COC1=CC=C(C=C1)C1CC(=NN1C(CC)=O)C1=C(C2=C(N=CN=C2)NC1=O)C